COCCN[C@@H]1[C@H](CCCC1)CC=1C=C2CN(C(C2=CC1)=O)C1C(NC(CC1)=O)=O 3-(5-(((1R,2S)-2-((2-methoxyethyl)amino)cyclohexyl)methyl)-1-oxoisoindolin-2-yl)piperidine-2,6-dione